FC1=CC2=C(NC(=N2)CN2C=NC=C(C2=O)NC([C@H](CC\C=C\C(=O)NC)NC(OC)=O)=O)C(=C1)CCC(F)(F)F methyl (S,E)-(1-((1-((5-fluoro-7-(3,3,3-trifluoropropyl)-1H-benzo[d]imidazol-2-yl)methyl)-6-oxo-1,6-dihydropyrimidin-5-yl)amino)-7-(methylamino)-1,7-dioxohept-5-en-2-yl)carbamate